(octadecyl)-methacrylate C(CCCCCCCCCCCCCCCCC)OC(C(=C)C)=O